[O-]O.BrC=1C=C(C=C(C1)N1CCOCCC1)C1(COCC1)O 3-(3-bromo-5-(1,4-oxazepan-4-yl)phenyl)tetrahydrofuran-3-ol Hydroperoxide